C(C)(C)(C)OC(=O)N1[C@H]2CC(C[C@@H]1CC2)(C#N)CC2=C(C=CC=C2)Br.C(C)C=2OC1=C(C2C(=O)C2=CC=C(C=C2)O)C(=C(C(=C1[2H])[2H])[2H])[2H] (2-ethylbenzofuran-3-yl-4,5,6,7-d4)(4-hydroxyphenyl)methanone tert-butyl-(1R,3s,5S)-3-(2-bromobenzyl)-3-cyano-8-azabicyclo[3.2.1]octane-8-carboxylate